Cl[SiH](N([SiH](Cl)Cl)C1CCCCC1)Cl 1,1,3,3-tetrachloro-2-cyclohexyldisilazane